CC1=C(C(NC(=C1)C)=O)CN1C(C=2C(=C3C(=C(C2CC1)C1=CC=CC=C1)OC(O3)(C)[C@@H]3CC[C@H](CC3)N(C)C)C)=O 6-((4,6-dimethyl-2-oxo-1,2-dihydropyridin-3-yl)methyl)-2-(trans-4-(dimethylamino)cyclohexyl)-2,4-dimethyl-9-phenyl-7,8-dihydro-[1,3]dioxolo[4,5-g]isoquinolin-5(6H)-one